6-(2,6-dichloro-4-nitrophenoxy)-2-(pyridin-2-ylmethyl)-3,4-dihydroisoquinoline-1(2H)-one ClC1=C(OC=2C=C3CCN(C(C3=CC2)=O)CC2=NC=CC=C2)C(=CC(=C1)[N+](=O)[O-])Cl